BrC1=C(C(=CC=C1)S(=O)(=O)CC)OC 1-bromo-3-(ethylsulfonyl)-2-methoxybenzene